C(=O)C=1C=C(C(=O)OC)C=C(C1)OC methyl 3-formyl-5-methoxy-benzoate